C(C)C1=C(C=CC=C1)NC1=NC=C(C(=N1)NC1=C2CCNC(C2=CC=C1)=O)C(=O)N 2-[(2-ethylphenyl)amino]-4-[(1-oxo-1,2,3,4-tetrahydroisoquinolin-5-yl)amino]pyrimidine-5-carboxamide